NC1=C(C=C(O)C=C1)O 4-Aminoresorcinol